3,5-dichloro-2-(difluoromethyl)pyrazine ClC=1C(=NC=C(N1)Cl)C(F)F